C(C)O[Si](CCCC(C(=S)O)CCCCCC)(OCC)OCC.C(CCCCCCC)(=O)SCCC[Si](OCC)(OCC)OCC 3-octanoylthio-1-propyltriethoxysilane (3-triethoxysilylpropyl thiocaprylate)